C1(=CC=CC=C1)C1=C(C(=NC2=C3N=CC=C(C3=CC=C12)C1=CC=CC=C1)S(=O)(=O)[O-])S(=O)(=O)[O-] 4,7-diphenyl-1,10-phenanthrolinedisulfonate